ClCC[C@]1(N(C[C@]2(CC2(F)F)C1)C(=O)OC(C)(C)C)C(=O)OC 5-(tert-butyl) 6-methyl (3R,6S)-6-(2-chloroethyl)-1,1-difluoro-5-azaspiro[2.4]heptane-5,6-dicarboxylate